(2R,5S)-tert-butyl 2-(3-(3-(dimethylamino)Propoxy)phenyl)-5-methylpiperidine-1-carboxylate CN(CCCOC=1C=C(C=CC1)[C@@H]1N(C[C@H](CC1)C)C(=O)OC(C)(C)C)C